benzyl ((S)-1-(4,4-difluorocyclohexyl)-2-((2-hydroxy-5-((S)-2-hydroxy-1-((S)-2-oxo-4-(trifluoromethyl)imidazolidin-1-yl)ethyl)phenyl)amino)-2-oxoethyl)carbamate FC1(CCC(CC1)[C@@H](C(=O)NC1=C(C=CC(=C1)[C@@H](CO)N1C(N[C@@H](C1)C(F)(F)F)=O)O)NC(OCC1=CC=CC=C1)=O)F